FC1=C(C=C(C=N1)NC(=O)C=1C(=C(N2CCCCC12)C(C(N[C@@H](C(F)(F)F)C)=O)=O)C)C (R)-N-(6-fluoro-5-methylpyridin-3-yl)-2-methyl-3-(2-oxo-2-((1,1,1-trifluoropropan-2-yl)amino)acetyl)-5,6,7,8-tetrahydroindolizine-1-carboxamide